N[C@H](C(=O)O)CC1=C(C=CC(=C1)I)F (2S)-2-amino-3-(2-fluoro-5-iodophenyl)propionic acid